γ-(2-hydroxyethyl)aminopropylmethyldiethoxysilane OCCNCCC[Si](OCC)(OCC)C